ICC1COCCC1 3-(iodomethyl)tetrahydro-2H-pyran